C(C)OC(C=C1CCN(CC1)C(=O)OCCCC)=O Butyl 4-(2-ethoxy-2-oxo-ethylidene)piperidine-1-carboxylate